(S)-1-(3-(4-amino-3-((6-fluoro-1-methyl-1H-benzo[d]imidazol-5-yl)ethynyl)-7-methyl-1H-pyrazolo[4,3-c]pyridin-1-yl)pyrrolidin-1-yl)prop-2-en-1-one NC1=NC=C(C2=C1C(=NN2[C@@H]2CN(CC2)C(C=C)=O)C#CC2=CC1=C(N(C=N1)C)C=C2F)C